ethyl 5-amino-1-((2-(trimethylsilyl)ethoxy)methyl)-6,8-dihydro-1H-furo[3,4-d]pyrrolo[3,2-b]pyridine-2-carboxylate NC1=C2C(=C3C(=N1)C=C(N3COCC[Si](C)(C)C)C(=O)OCC)COC2